Allyl (4-phenylbut-3-en-2-yl) carbonate C(OCC=C)(OC(C)C=CC1=CC=CC=C1)=O